2-(4-fluorophenoxy)nicotinyl chloride FC1=CC=C(OC2=C(CCl)C=CC=N2)C=C1